(3R)-3-{3-[2-hydroxy-4-(trifluoromethyl)phenyl]-4-methyl-6,7-dihydropyrido[2,3-c]pyridazin-8(5H)-yl}piperidine-1-carboxamide OC1=C(C=CC(=C1)C(F)(F)F)C1=C(C2=C(N=N1)N(CCC2)[C@H]2CN(CCC2)C(=O)N)C